FC1=C(CN2N=C(N=N2)C2=CC=CC(=N2)C(C(C)S(=O)(=O)N)O)C=C(C=C1)OC(F)(F)F 1-(6-(2-(2-fluoro-5-(tri-fluoromethoxy)benzyl)-2H-tetrazol-5-yl)pyridin-2-yl)-1-hydroxypropane-2-sulfonamide